N-Benzyl-N,N-dimethylhexadecyl-ammonium chlorid [Cl-].C(C1=CC=CC=C1)[N+](C)(C)CCCCCCCCCCCCCCCC